C(C)OC(=O)[C@H]1CN(CC[C@@H]1NC(=O)C1=NOC(=C1)C1=C(C=C(C=C1)F)F)C(=O)OC(C)(C)C (3S,4S)-4-{[5-(2,4-Difluoro-phenyl)-isoxazole-3-carbonyl]-amino}-piperidine-1,3-dicarboxylic acid 1-tert-butyl ester 3-ethyl ester